(R)-5-(2-(3-(5-(4-fluorophenyl)-1H-imidazol-2-yl)-3-(2-(5-fluorothiophen-2-yl)ethyl)pyrrolidin-1-yl)propan-2-yl)-2-methylpyridine citrate C(CC(O)(C(=O)O)CC(=O)O)(=O)O.FC1=CC=C(C=C1)C1=CN=C(N1)[C@]1(CN(CC1)C(C)(C)C=1C=CC(=NC1)C)CCC=1SC(=CC1)F